Br[Si]([Si](Br)(Br)Br)(Br)Br Hexabromodisilan